5-fluoro-7-hydroxy-2-(((tetrahydro-2H-pyran-4-yl)thio)methyl)quinazolin-4(3H)-one FC1=C2C(NC(=NC2=CC(=C1)O)CSC1CCOCC1)=O